C(CCCCCCCCCCCCCCCCC)(=O)OCC(COC(CCCCCCCCCCCCCCCCC)=O)(COCC(COC(CCCCCCCCCCCCCCCCC)=O)(COC(CCCCCCCCCCCCCCCCC)=O)COC(CCCCCCCCCCCCCCCCC)=O)COC(CCCCCCCCCCCCCCCCC)=O Dipentaerythritol hexastearate